[Pb].[Bi].[Sn] tin-bismuth lead